2,2,2-trifluoro-1-(4-fluoro-3-methyl-1-benzofuran-2-yl)ethanamine FC(C(N)C=1OC2=C(C1C)C(=CC=C2)F)(F)F